ClC1=NC=C(C#N)C(=C1)NCC1=C(C=CC=C1)O 6-chloro-4-((2-hydroxybenzyl)amino)nicotinonitrile